O=C1C(C(C=CC1C)=O)(C)N1CNC(=CC1)N(C(CC1=C(C=C(C(=C1)F)F)F)=O)CCCN1CCOCC1 N-(2,6-dioxo-1,3-dimethyl-phenyl-1,2,3,6-tetrahydropyrimidin-4-yl)-N-[3-(morpholin-4-yl)propyl]-2-(2,4,5-trifluorophenyl)acetamide